4-(4-fluorophenoxy)piperidine-2-carboxamide FC1=CC=C(OC2CC(NCC2)C(=O)N)C=C1